acryloxyethyl-methyl-dimethoxysilane tert-Butyl-6-chloro-3-[1-(2-ethylsulfanyl-6-fluoro-3-methyl-4-oxo-chromen-8-yl)ethylamino]pyridine-2-carboxylate C(C)(C)(C)OC(=O)C1=NC(=CC=C1NC(C)C=1C=C(C=C2C(C(=C(OC12)SCC)C)=O)F)Cl.C(C=C)(=O)OCC[Si](OC)(OC)C